FC1(CCN(CC1)S(=O)(=O)C=1C=C(C=CC1)C(=O)N1CC2(C3=C(C=CC=C13)F)CCCC2)F (3-((4,4-difluoropiperidin-1-yl)sulfonyl)phenyl)(4'-fluorospiro[cyclopentane-1,3'-indolin]-1'-yl)methanone